(1S,4S)-5-{7-bromo-6-cyclopropyl-2-(ethylsulfanyl)-8-[(1S)-1-Tert-butyl phenylethoxy]quinazolin-4-yl}-2,5-diazabicyclo[2.2.1]heptane-2-carboxylate BrC1=C(C=C2C(=NC(=NC2=C1OCC[C@]1(CC=CC=C1)C(C)(C)C)SCC)N1[C@@H]2CN([C@H](C1)C2)C(=O)[O-])C2CC2